FC1=CC=C2C(=CNC2=C1)CCNC1=NC(=NC2=C1OCCN2)C=2C(NC=CC2)=O 3-[4-[2-(6-fluoro-1H-indol-3-yl)ethylamino]-7,8-dihydro-6H-pyrimido[5,4-b][1,4]oxazin-2-yl]1H-pyridin-2-one